1-((1S,3R)-3-aminocyclohexyl)-4-methyl-1H-imidazo[4,5-c]pyridine-7-carbonitrile N[C@H]1C[C@H](CCC1)N1C=NC=2C(=NC=C(C21)C#N)C